NC=1C(=NC(=C(N1)N1N=C(C=C1)C)C=1C=CC=2N(C1)C(=CN2)C)C(=O)NC[C@H]2N(CCC2)C (S)-3-amino-5-(3-methyl-1H-pyrazol-1-yl)-6-(3-methylimidazo[1,2-a]pyridin-6-yl)-N-((1-methylpyrrolidin-2-yl)methyl)pyrazine-2-carboxamide